4,5-bis[bis(3,5-bistrifluoromethylphenyl)phosphino]-9,9-dimethyl-9H-xanthene, 1,3-diallyl-dihydroimidazolium salt C(C=C)N1C[NH+](C=C1)CC=C.FC(C=1C=C(C=C(C1)C(F)(F)F)P(C1=CC=CC=2C(C3=CC=CC(=C3OC12)P(C1=CC(=CC(=C1)C(F)(F)F)C(F)(F)F)C1=CC(=CC(=C1)C(F)(F)F)C(F)(F)F)(C)C)C1=CC(=CC(=C1)C(F)(F)F)C(F)(F)F)(F)F